C(C)C1(CCCC2CCCCC12)OC(=O)C1C2C=CC(C1)C2 5-(1-ethyldecahydronaphthalene-1-yloxycarbonyl)-bicyclo[2.2.1]hept-2-ene